C(C)OC(=O)C1(CN(C(C=2N(C1)N=C1C2C(NCC1)C(NC1=CC(=C(C=C1)F)Cl)=O)=O)C)C ((3-chloro-4-fluorophenyl)carbamoyl)-8,10-dimethyl-11-oxo-1,3,4,7,8,9,10,11-octahydro-2H-pyrido[4',3':3,4]Pyrazolo[1,5-a][1,4]Diazepine-8-carboxylic acid ethyl ester